COCOC(C(=O)OCC)(CC=C)C ethyl 2-(methoxymethoxy)-2-methylpent-4-enoate